Cl.N1[C@@H]2[C@H](C[C@H]1C(=O)OCC1=CC=CC=C1)CCC2 benzyl (2S,3aS,6aS)-octahydrocyclopenta[b]pyrrole-2-carboxylate hydrochloride